1-(4-fluorophenyl)-N-(3-hydroxy-4-methyl-5-(1-methyl-5-morpholino-6-oxo-1,6-dihydropyridin-3-yl)phenyl)-5-(methylsulfonyl)-1H-pyrazole-3-carboxamide FC1=CC=C(C=C1)N1N=C(C=C1S(=O)(=O)C)C(=O)NC1=CC(=C(C(=C1)C1=CN(C(C(=C1)N1CCOCC1)=O)C)C)O